germanium-lead oxide [Pb]=O.[Ge]